C(C)(C)(C)OC(=O)N1C(CCC1C(=O)O)C(=O)O 1-(tert-butoxycarbonyl)pyrrolidine-2,5-dicarboxylic acid